CSC=1N(C(C(=CN1)NC(C)C1=CC=C(C=C1)OC1=CC=CC=C1)=O)CC(=O)OCCCC butyl l-2-(2-(methylthio)-6-oxo-5-((1-(4-phenoxyphenyl)ethyl) amino)pyrimidin-1(6H)-yl)acetate